CC1=CC=C(C=C1)S(=O)(=O)N1C(CC(CC1)C(F)(F)F)C1=C(C=O)C=CC=C1 2-(1-p-toluenesulfonyl-4-(trifluoromethyl)piperidin-2-yl)benzaldehyde